C1=CC=CC=2C3=CC=CC=C3C(C12)COC(=O)NCCCC[C@H](N)C(=O)O N6-[(9H-fluoren-9-ylmethoxy)-carbonyl]-L-lysine